CN1[C@@H]2CC(C[C@H]1[C@H]3[C@@H]2O3)OC(=O)[C@H](CO)C4=CC=CC=C4 The molecule is a tropane alkaloid that is the (S)-tropic acid ester of 6beta,7beta-epoxy-1alphaH,5alphaH-tropan-3alpha-ol. It has a role as a muscarinic antagonist, an antiemetic, an adjuvant, a mydriatic agent, an antispasmodic drug, an anaesthesia adjuvant, an antidepressant and a metabolite. It is a propanoate ester, an epoxide, a tertiary amino compound and a tropane alkaloid. It derives from a (S)-tropic acid. It is a conjugate base of a scopolamine(1+).